COC1=C(C=C(C=C1)C=1OC(=NN1)C=1C=NC(=CC1)C)OCC#C 2-(4-methoxy-3-(prop-2-yn-1-yloxy)phenyl)-5-(6-methylpyridin-3-yl)-1,3,4-oxadiazole